4-Fluoro-5-hydroxy-N,6-dimethoxy-N-methylbenzo[b]thiophene-2-carboxamide FC1=C(C(=CC=2SC(=CC21)C(=O)N(C)OC)OC)O